CN1N=CC(=C1C1=NC=C(C(=C1)OC1CN(C1)C(=O)N1N=CCC1C=1N=C(OC1)C)F)C (3-((2-(1,4-dimethyl-1H-pyrazol-5-yl)-5-fluoropyridin-4-yl)oxy)azetidin-1-yl)(5-(2-methyloxazol-4-yl)-4,5-dihydro-1H-pyrazol-1-yl)methanone